(2R)-N-{4-[6-chloro-3-(pyridin-2-yl)-1H-pyrrolo[3,2-b]pyridin-2-yl]pyridin-2-yl}-4,4-difluoro-2-(4-fluorophenyl)butanamide ClC=1C=C2C(=NC1)C(=C(N2)C2=CC(=NC=C2)NC([C@H](CC(F)F)C2=CC=C(C=C2)F)=O)C2=NC=CC=C2